C(C)C=1C=CC=C2CC(NC12)=O 7-ethyl-indolinone